2-(3-((E)-((1S,2S,5R)-2-fluoro-1-methyl-8-azabicyclo[3.2.1]octan-3-ylidene)methyl)-1,2,4-triazin-6-yl)-5-(5-methyl-2H-tetrazol-2-yl)phenol F[C@@H]\1[C@@]2(CC[C@H](C/C1=C\C=1N=NC(=CN1)C1=C(C=C(C=C1)N1N=C(N=N1)C)O)N2)C